C1(CC12CCOCC2)N2N=C1N=C(C=NC1=C2)C2=C(C=C(C=C2C)C(F)(F)F)O 2-(2-(6-oxaspiro[2.5]octan-1-yl)-2H-pyrazolo[3,4-b]pyrazin-6-yl)-3-methyl-5-(trifluoromethyl)phenol